6-chloro-4-fluoro-2-methoxy-3-[1-(oxan-2-yl)pyrazol-4-yl]Pyridine ClC1=CC(=C(C(=N1)OC)C=1C=NN(C1)C1OCCCC1)F